[Pd-]Cl palladium(0) chloride